[P].[W] tungsten phosphorus